[N+](=O)([O-])C1=C(C=CC(=C1)[N+](=O)[O-])NN=C\C=C\C crotonaldehyde 2,4-dinitrophenylhydrazone